racemic-trans-((1-benzyl-3-hydroxy-4-methylpiperidin-4-yl)methyl)carbamic acid tert-butyl ester C(C)(C)(C)OC(NC[C@]1([C@@H](CN(CC1)CC1=CC=CC=C1)O)C)=O |r|